C1OC=2C=C(C=CC2O1)N1C(CN(C(C1)=O)C(C1=CC=C(C=C1)C)=O)=O (3,4-methylenedioxyphenyl)-4-(4-methylbenzoyl)piperazine-2,5-dione